CC=1N=C(SC1Cl)C1=CC=CC=C1 4-methyl-2-phenylthiazol-5-yl chloride